CN(CCNC1=NC=C(C=N1)C1=CC=C(C(=N1)OC)NC(=O)C=1C(=NOC1C)C1=CC=CC=C1)C [6-[2-[2-(dimethylamino)ethylamino]pyrimidin-5-yl]-2-methoxy-3-pyridinyl]-5-methyl-3-phenyl-isoxazole-4-carboxamide